4,N4-dimethyl-1,2,4-benzenetriamine CC1(CC(=C(C=C1)N)N)NC